1-(tert-butyl)-4-(3-methylphenoxy)-1H-pyrazole-5-carboxylic acid C(C)(C)(C)N1N=CC(=C1C(=O)O)OC1=CC(=CC=C1)C